C(C)(C)(C)[S@@](=O)N=C1C=2C(=NC=CC2)CC12CCN(CC2)C(=O)[O-] 5-[(R)-tert-butylsulfinyl]iminospiro[7H-cyclopenta[b]pyridine-6,4'-piperidine]-1'-carboxylate